N1(CCCC1)C1=CC=C(C=N1)CN (6-(pyrrolidin-1-yl)pyridin-3-yl)methylamine